1-(4-(6-chloro-4-fluoropyridin-3-yl)-1H-pyrazol-1-yl)-2-methylpropan-2-ol ClC1=CC(=C(C=N1)C=1C=NN(C1)CC(C)(O)C)F